C(C)(C)(C)OC(=O)N1CC(CC1)C(NCCN(CC)CC)=O 3-(2-Diethylamino-ethylcarbamoyl)-pyrrolidine-1-carboxylic acid tert-butyl ester